(R)-ethyl 1-(4-chloro-3-(1-(2,4-dichlorophenyl)ethylamino)phenyl)piperidine-4-carboxylate ClC1=C(C=C(C=C1)N1CCC(CC1)C(=O)OCC)N[C@H](C)C1=C(C=C(C=C1)Cl)Cl